Cl.C(#N)C=1C=C2C[C@H](COC2=CC1)NC(=O)C1=NN2C(CNCC2)=C1 (R)-N-(6-cyanochroman-3-yl)-4,5,6,7-tetrahydropyrazolo[1,5-a]pyrazine-2-carboxamide hydrochloride